FC1=CC(=C(OC=2N=NC(=CC2C(=O)NC2=CC=3N(C=C2)N=NN3)C(F)(F)F)C=C1)C 3-(4-Fluoro-2-methylphenoxy)-N-(tetrazolo[1,5-a]pyridin-7-yl)-6-(trifluoromethyl)pyridazine-4-carboxamide